1H-imidazol N1C=NC=C1